FC1=CC=C(C=C1)NC1=C(C(=O)NC=2C=NC(=CC2)OC)C=CC(=C1)C(F)(F)F 2-((4-fluorophenyl)amino)-N-(6-methoxypyridin-3-yl)-4-(trifluoromethyl)benzamide